1-(trifluoromethyl)-3,3-dimethyl-1,2-benziodoxolane FC(I1OC(C2=C1C=CC=C2)(C)C)(F)F